Ethyl 5-benzyloxy-1-(4-fluoro-3-methyl-phenyl)-2-[(2R)-tetrahydrofuran-2-yl]indole-3-carboxylate C(C1=CC=CC=C1)OC=1C=C2C(=C(N(C2=CC1)C1=CC(=C(C=C1)F)C)[C@@H]1OCCC1)C(=O)OCC